4-(9-(3-chloro-4-(trifluoromethoxy)phenyl)-8-iodo-9H-purin-2-yl)morpholine ClC=1C=C(C=CC1OC(F)(F)F)N1C2=NC(=NC=C2N=C1I)N1CCOCC1